(5S)-3-bromo-5-[(3R)-1-[(1S)-1-[4-(trifluoromethyl)phenyl]ethyl]pyrrolidin-3-yl]-4,5-dihydroisoxazole BrC1=NO[C@@H](C1)[C@H]1CN(CC1)[C@@H](C)C1=CC=C(C=C1)C(F)(F)F